Cl.BrC=1C(=NC2=CC=CC=C2C1)Cl 3-Bromo-2-chloroquinoline hydrochloride